1-(cyclopropylmethyl)-7-(4-(difluoromethoxy)phenyl)-3-methyl-5-(2-methyl-2H-indazol-5-yl)-1,5-dihydro-6H-pyrazolo[4,3-c]pyridazin-6-one C1(CC1)CN1N=C(C2=NN(C(C(=C21)C2=CC=C(C=C2)OC(F)F)=O)C2=CC1=CN(N=C1C=C2)C)C